3-[(3aR,9bR)-7-{[2-fluoro-6-(trifluoromethyl)phenyl]methoxy}-9b-(4-fluorobenzenesulfonyl)-1H,2H,3H,3aH,4H,5H,9bH-benzo[e]indole-3-carbonyl]-1λ6-thiolane-1,1-dione FC1=C(C(=CC=C1)C(F)(F)F)COC1=CC2=C([C@@]3(CCN([C@@H]3CC2)C(=O)C2CS(CC2)(=O)=O)S(=O)(=O)C2=CC=C(C=C2)F)C=C1